BrC=1C(=CC2=C(OCC(N2)=O)N1)F 6-bromo-7-fluoro-1H-pyrido[2,3-b][1,4]Oxazin-2(3H)-one